C(CCCCCCCCCCC)[N+](CCCS(=O)(=O)[O-])(C)C N-Dodecyl-N,N-dimethyl-1-ammonio-3-propanesulphonate